The molecule is a 3-hydroxy fatty acyl-CoA(4-) obtained by deprotonation of the phosphate and diphosphate OH groups of (3R,15Z)-3-hydroxytetracosenoyl-CoA; major species at pH 7.3. It is a (R)-3-hydroxyacyl-CoA(4-), a 3-hydroxy fatty acyl-CoA(4-) and an 11,12-saturated fatty acyl-CoA(4-). It is a conjugate base of a (3R,15Z)-3-hydroxytetracosenoyl-CoA. CCCCCCCC/C=C\\CCCCCCCCCCC[C@H](CC(=O)SCCNC(=O)CCNC(=O)[C@@H](C(C)(C)COP(=O)([O-])OP(=O)([O-])OC[C@@H]1[C@H]([C@H]([C@@H](O1)N2C=NC3=C(N=CN=C32)N)O)OP(=O)([O-])[O-])O)O